2-(1,1-dioxo-1,2-benzothiazol-3-on-6-ylmethyl)-1H-isoindole O=S1(NC(C2=C1C=C(C=C2)CN2CC1=CC=CC=C1C2)=O)=O